1-bromo-2,4-difluoro-2-methyl-5-nitrobenzene BrC1C(C=C(C(=C1)[N+](=O)[O-])F)(C)F